CC(CCCCCCO)CCCCCCC 7-methyl-tetradecanol